C(C)O[Si](C)(CCCS)OCC diethoxy(3-mercaptopropyl)methyl-silane